NC1=NC=NN2C1=C(C=C2[C@@H]2CC[C@H](CC2)O)C2=CC=C(C=C2)NC(=O)C=2C(N(C=CC2)C2=CC=C(C=C2)F)=O N-{4-[4-amino-7-(trans-4-hydroxycyclohexyl)pyrrolo[2,1-f][1,2,4]triazin-5-yl]phenyl}-1-(4-fluorophenyl)-2-oxo-1,2-dihydropyridine-3-carboxamide